[2-(7-Fluoro-4-methoxy-2-methyl-indol-1-yl)-ethyl]-{6-[4-(4H-[1,2,4]triazol-3-yl)-phenyl]-pyrimidin-4-yl}-amine FC=1C=CC(=C2C=C(N(C12)CCNC1=NC=NC(=C1)C1=CC=C(C=C1)C1=NN=CN1)C)OC